C1(=CC=C(C=C1)CN1C=CC=2C(=NC=C(C21)C(=O)NC2CC1(CCC1)C2)OC)C2=CC=CC=C2 6-(1-([1,1'-Biphenyl]-4-ylmethyl)-4-methoxy-1H-pyrrolo[3,2-c]pyridin-7-carboxamido)-spiro[3.3]heptan